FC1=C2N(CCN(C2=C(C(=C1)F)C)C(=O)OC(C)(C)C)C1=C(C2=C(N=C(N=C2)NC2=CC=C(C=C2)N2CCN(CC2)C)N(C1=O)C)F tert-butyl 5,7-difluoro-4-[5-fluoro-8-methyl-2-[4-(4-methylpiperazin-1-yl)anilino]-7-oxo-pyrido[2,3-d]pyrimidin-6-yl]-8-methyl-2,3-dihydroquinoxaline-1-carboxylate